(2S)-5-METHYLPYRROLIDINE-2-CARBOXYLIC ACID CC1CC[C@H](N1)C(=O)O